N-((S)-1-(((R)-3-methyl-1-((1R,7S)-11-methyl-2,6-dioxo-3,5-dioxa-9,11-diaza-4-borabicyclo[5.3.1]undecan-4-yl)butyl)amino)-1-oxo-3-phenylpropan-2-yl)pyrazine-2-carboxamide CC(C[C@@H](B1OC([C@H]2CNC[C@@H](C(O1)=O)N2C)=O)NC([C@H](CC2=CC=CC=C2)NC(=O)C2=NC=CN=C2)=O)C